(2S)-3-methyl-N-(1-methyl-1H-pyrazol-4-yl)-2-{methyl[2-(pyridin-2-yl)-5H,6H,7H-cyclopenta[d]pyrimidin-4-yl]amino}butanamide CC([C@@H](C(=O)NC=1C=NN(C1)C)N(C=1C2=C(N=C(N1)C1=NC=CC=C1)CCC2)C)C